tert-butyl (2-chloro-5-fluoro-4-(4,4,5,5-tetramethyl-1,3,2-dioxaborolan-2-yl)benzyl)carbamate ClC1=C(CNC(OC(C)(C)C)=O)C=C(C(=C1)B1OC(C(O1)(C)C)(C)C)F